N-[4-(3-cyanophenyl)-5-(2,6-dimethyl-4-pyridyl)thiazol-2-yl]-2-(1-hydroxy-1-methyl-ethyl)morpholine-4-carboxamide C(#N)C=1C=C(C=CC1)C=1N=C(SC1C1=CC(=NC(=C1)C)C)NC(=O)N1CC(OCC1)C(C)(C)O